C(C1=CC=CC=C1)C1C2C3C4C=CC(C3C(C1)C2)C4 8-benzyl-tetracyclo[4.4.0.12,5.17,10]-3-dodecene